C(#N)C1=CC(=C(C=C1)NS(=O)(=O)C1=CNC(=C1)C1=CC=C(C=C1)[2H])F N-(4-cyano-2-fluorophenyl)-5-(4-deuteriophenyl)-1H-pyrrole-3-sulfonamide